1-(5-bromopyridine-2-yl)-2-(2,4-difluorophenyl)-1,1-difluoro-3-nitropropan-2-ol BrC=1C=CC(=NC1)C(C(C[N+](=O)[O-])(O)C1=C(C=C(C=C1)F)F)(F)F